3-(4-((2-(4-(3-(3-(7-(4-(2-Hydroxyethyl)piperazin-1-yl)-2-methyl-3-phenyl-pyrazolo[1,5-a]pyrimidin-5-yl)phenyl)propyl)piperazin-1-yl)-2-oxoethyl)amino)phenyl)-piperidine-2,6-dione OCCN1CCN(CC1)C1=CC(=NC=2N1N=C(C2C2=CC=CC=C2)C)C=2C=C(C=CC2)CCCN2CCN(CC2)C(CNC2=CC=C(C=C2)C2C(NC(CC2)=O)=O)=O